[2-(3-cyanophenyl)-3-(2,6-dimethyl-4-pyridinyl)pyrazolo[1,5-a]pyrimidin-5-yl]-2-oxa-6-azaspiro[3.3]heptane-6-carboxamide C(#N)C=1C=C(C=CC1)C1=NN2C(N=C(C=C2)C2OCC23CN(C3)C(=O)N)=C1C1=CC(=NC(=C1)C)C